BrC=1C(=NN(C1)C1=NC=CC=N1)C1=CC=NC=C1 2-[4-bromo-3-(pyridin-4-yl)pyrazol-1-yl]pyrimidin